octatoluylcyclotetrasiloxane C1(=C(C=CC=C1)[Si]1(O[Si](O[Si](O[Si](O1)(C1=C(C=CC=C1)C)C1=C(C=CC=C1)C)(C1=C(C=CC=C1)C)C1=C(C=CC=C1)C)(C1=C(C=CC=C1)C)C1=C(C=CC=C1)C)C1=C(C=CC=C1)C)C